ClC=1N=C2N(C=CC(=C2)C(=O)OC)C1I methyl 2-chloro-3-iodoimidazo[1,2-a]pyridine-7-carboxylate